ClC=1C=C(C=CC1)/C=C/C=1OC(=CC(C1O)=O)CO (E)-2-(3-chlorophenylvinyl)-3-hydroxy-6-(hydroxymethyl)-4H-pyran-4-one